4-((1H-pyrazol-1-yl)methyl)-3-methoxy-N-((2-methoxy-5-(1H-pyrazol-1-yl)phenyl)sulfonyl)benzamide N1(N=CC=C1)CC1=C(C=C(C(=O)NS(=O)(=O)C2=C(C=CC(=C2)N2N=CC=C2)OC)C=C1)OC